[Pb].O1C(C=CC=C1)=O pyranone lead